((2-(hydroxymethyl)azetidin-1-yl)methyl)-2,3-dihydro-1H-inden OCC1N(CC1)CC1CCC2=CC=CC=C12